CN[C@H]1[C@@H](CCCC1)NC (R,R)-1,2-bis(N-methylamino)cyclohexane